C1(=CC=CC=C1)NNC(\C=C\CC)=O trans-N'-phenyl-2-pentenohydrazide